C1(CC1)O[C@H](C(=O)N[C@H](C(=O)OC(C)C)CCC(C=[N+]=[N-])=O)CCC isopropyl (S)-2-((S)-2-cyclopropoxypentanamido)-6-diazo-5-oxohexanoate